OC1=C(C=C(C=C1CC(C)C)C(C)(C)C)N1NC2=C(N1)C=CC=C2 2-(2'-hydroxy-3'-isobutyl-5'-tertiary butyl-phenyl)benzotriazoleN